(3-amino-6-(2',5'-dimethyl-2',3'-dihydro-1'H-spiro[cyclopropane-1,4'-isoquinolin]-7'-yl)pyrazin-2-yl)-N,N-dimethyl-1H-pyrazole-4-carboxamide NC=1C(=NC(=CN1)C1=CC(=C2C3(CN(CC2=C1)C)CC3)C)N3N=CC(=C3)C(=O)N(C)C